FCC1(C(C=2C(C(C3(C(C2C1O)(C)O)CC3)(C)O)=O)O)C 2'-(fluoromethyl)-1',3',4',6'-tetrahydroxy-2',4',6'-trimethyl-1',2',3',4'-tetrahydrospiro[cyclopropane-1,5'-inden]-7'(6'H)-one